C(CCCCCCCCCCC)C=1C(C=CC(C1)=O)=O 2-dodecyl-1,4-benzoquinone